2,2-diphenylpropionic acid C1(=CC=CC=C1)C(C(=O)O)(C)C1=CC=CC=C1